S(=O)(=O)(O)N[C@@H](CCCCN)C(=O)O sulfolysine